[Si](C)(C)(C(C)(C)C)OCCC(O)C1=NC=C(C=C1)F 3-[tert-Butyl(dimethyl)silyl]oxy-1-(5-fluoro-2-pyridyl)propan-1-ol